1-(1H-1,2,4-triazolylmethyl)-3,5-bipyridyl N1(N=CN=C1)CN1CC(=CC=C1)C=1C=CC=NC1